COC(=O)C=1N=C(SC1CCCOC1=C(C=C(C=C1)C#CCO)F)N1CCCC2=C1N=NC(=C2C)NC=2SC1=C(N2)C=CC=C1 [3-(1,3-benzothiazol-2-ylamino)-4-methyl-6,7-dihydro-5H-pyrido[2,3-C]pyridazin-8-yl]-5-[3-[2-fluoro-4-(3-hydroxy-prop-1-ynyl)phenoxy]propyl]thiazole-4-carboxylic acid methyl ester